3-(2-propen-1-yl)-5-(4,4,5,5-tetramethyl-1,3,2-dioxaborolan-2-yl)-pyridine C(C=C)C=1C=NC=C(C1)B1OC(C(O1)(C)C)(C)C